(2S,5R)-5-(2-chlorophenyl)-1-(5'-cyano-2'-methyl-[1,1'-biphenyl]-4-carbonyl)pyrrolidine-2-carboxylic acid ClC1=C(C=CC=C1)[C@H]1CC[C@H](N1C(=O)C1=CC=C(C=C1)C1=C(C=CC(=C1)C#N)C)C(=O)O